manganous dimethyldithiocarbamate CN(C([S-])=S)C.[Mn+2].CN(C([S-])=S)C